aminocarbonylalcohol NC(=O)O